C1(=CC=CC=C1)PC=1SC=CC1PC1=CC=CC=C1 2,3-diphenylphosphinothiophene